Cl.C12CN(CC(CC1)N2)C=2C=1N(N=CC2)C=C(N1)C1=CC(=NC=C1)OC 8-(3,8-diazabicyclo[3.2.1]oct-3-yl)-2-(2-methoxypyridin-4-yl)imidazo[1,2-b]pyridazine hydrochloride